N-(2-fluoro-3-(4,4,5,5-tetramethyl-1,3,2-dioxaborolan-2-yl)phenyl)acrylamide FC1=C(C=CC=C1B1OC(C(O1)(C)C)(C)C)NC(C=C)=O